2,4,6-trimethylpyranium tetrafluoroborate F[B-](F)(F)F.CC1=[O+]C(=CC(=C1)C)C